tert-butyl (2S,4R)-4-(5-(2-methoxy-5-(trifluoromethyl) phenyl)-1,3,4-oxadiazole-2-carboxamido)-2-(methoxymethyl)pyrrolidine-1-carboxylate COC1=C(C=C(C=C1)C(F)(F)F)C1=NN=C(O1)C(=O)N[C@@H]1C[C@H](N(C1)C(=O)OC(C)(C)C)COC